C(OOOC(C)(C)CCC)(OC(C)CC)=O t-hexylperoxy sec-butyl monocarbonate